FC(OC1=C(C=CC=C1)C=1C(N(C(C1)=O)CC1CCOCC1)=O)F 3-(2-(difluoromethoxy)phenyl)-1-((tetrahydro-2H-pyran-4-yl)methyl)-1H-pyrrole-2,5-dione